methyl 3-(9-((4-(((tert-butoxycarbonyl)amino)methyl)-2,6-dimethylphenyl)carbamoyl)-4,5-dihydrobenzo[b]thieno[2,3-d]oxepin-8-yl)-6-(((1r,3s)-3-ethyladamantan-1-yl)carbamoyl)picolinate C(C)(C)(C)OC(=O)NCC1=CC(=C(C(=C1)C)NC(=O)C1=CC2=C(OCCC3=C2SC=C3)C=C1C=1C(=NC(=CC1)C(NC13CC2(CC(CC(C1)C2)C3)CC)=O)C(=O)OC)C